3-(tert-butoxycarbonylamino)-5-[(4-chlorophenyl)methyl]-4-oxo-2,3-dihydro-1,5-benzothiazepine-7-carboxylic acid C(C)(C)(C)OC(=O)NC1CSC2=C(N(C1=O)CC1=CC=C(C=C1)Cl)C=C(C=C2)C(=O)O